C(C)N1C(NC2=C(C1=O)SC(=C2)CN2CCN(CC2)C=2C=C(C(=NC2)C(=O)NC)F)=O 5-(4-((3-ethyl-2,4-dioxo-1,2,3,4-tetrahydrothieno[3,2-d]pyrimidin-6-yl)methyl)piperazin-1-yl)-3-fluoro-N-methylpicolinamide